COC1=CC=C(CN2N=CC(=C2)C2=CC=C(C=C2)B2OC(C(O2)(C)C)(C)C)C=C1 1-(4-methoxybenzyl)-4-(4-(4,4,5,5-tetramethyl-1,3,2-dioxaborolan-2-yl)phenyl)-1H-pyrazole